C(C)C1=CC(=C(C(=C1C(=O)[O-])O)C)O 6-ethyl-2,4-dihydroxy-3-methylbenzoate